11-ethyl-13,13-difluoro-6-(1H-imidazol-5-yl)-5-[3-(trifluoromethyl)-1H-1,2,4-triazol-5-yl]-2,4,7,11-tetraazatricyclo[7.4.0.03,7]trideca-1,3,5,8-tetraene C(C)N1CC2=CN3C(=C(N=C3N=C2C(C1)(F)F)C1=NC(=NN1)C(F)(F)F)C1=CN=CN1